methyl (2S)-3-(4-[3-[3-(acetyloxy)-2,2-dimethylpropyl]-1H-indol-5-yl]-1,3-thiazol-2-yl)-2-[(tert-butoxycarbonyl) amino]propanoate C(C)(=O)OCC(CC1=CNC2=CC=C(C=C12)C=1N=C(SC1)C[C@@H](C(=O)OC)NC(=O)OC(C)(C)C)(C)C